(1r,2'S,4S)-4-(3-chloroanilino)-2'-[(2S)-2-{[(pyridin-3-yl)oxy]methyl}butyl]-2',3'-dihydrospiro[cyclohexane-1,1'-indene]-4-carboxylic acid ClC=1C=C(NC2(CCC3([C@H](CC4=CC=CC=C34)C[C@H](CC)COC=3C=NC=CC3)CC2)C(=O)O)C=CC1